cyclopropanedicarboxylic acid butyl ester C(CCC)OC(=O)C1(CC1)C(=O)O